CC1=C2NCCN(C2=CC=C1)C1=CC2=CN=C3NCCOCCN4CCCC(N(C1=O)C2=N3)C4 18-(5-methyl-3,4-dihydro-2H-quinoxalin-1-yl)-9-oxa-1,6,12,14,21-pentazatetracyclo[11.6.2.12,6.016,20]docosa-13,15,17,20-tetraen-19-one